ClC1=NC=C(C(=N1)N(C1=C(N=C(S1)C)C(=O)OCC)CC)[N+](=O)[O-] Ethyl 5-((2-chloro-5-nitropyrimidin-4-yl)(ethyl)amino)-2-methylthiazole-4-carboxylate